[7-[(4-chlorophenyl)methylamino]pyrazolo[1,5-a]pyridin-3-yl]-(1-piperidyl)methanone ClC1=CC=C(C=C1)CNC1=CC=CC=2N1N=CC2C(=O)N2CCCCC2